FCOC1=CC=C(C=C1)C=1N=C2N(C=CC(=C2)N(C)C)C1 [2-(4-Fluoromethoxy-phenyl)-imidazo[1,2-a]pyridin-7-yl]-dimethyl-amine